(R)-6-(1-(cyclopropanecarbonyl)-3-methylazetidin-3-yl)-4-((1-(3-(difluoromethyl)-2-fluorophenyl)ethyl)amino)-2-methyl-2,6-dihydropyrido[3,4-d]pyridazin-1,7-dione C1(CC1)C(=O)N1CC(C1)(C)N1C=C2C(=NN(C(C2=CC1=O)=O)C)N[C@H](C)C1=C(C(=CC=C1)C(F)F)F